OCC1=CC(=C2CCNC(C2=C1)=O)C=1C(=NN(C1)C)C(F)(F)F 7-(hydroxymethyl)-5-(1-methyl-3-(trifluoromethyl)-1H-pyrazol-4-yl)-3,4-dihydroisoquinolin-1(2H)-one